N=1N=C(NC1)CCC=1C=C(OC2=C(C=C(OC=3C=CC=C4C=CN=CC34)C=C2)C(F)(F)F)C=CC1 8-[4-[3-[2-(4H-1,2,4-triazol-3-yl)ethyl]phenoxy]-3-(trifluoromethyl)phenoxy]isoquinoline